(2R,3S,4R,5S)-3-(3-chlorophenyl)-4-(4-chlorophenyl)-4-cyano-5-neopentylpyrrolidine-2-carboxylic acid tert-butyl ester C(C)(C)(C)OC(=O)[C@@H]1N[C@H]([C@]([C@@H]1C1=CC(=CC=C1)Cl)(C#N)C1=CC=C(C=C1)Cl)CC(C)(C)C